(2R)-N-((S)-(5-chloro-6-(trifluoromethyl)pyridin-3-yl)(2-(trifluoromethyl)thiazol-4-yl)methyl)-2-methyl-3-oxopiperazine-1-carboxamide ClC=1C=C(C=NC1C(F)(F)F)[C@H](NC(=O)N1[C@@H](C(NCC1)=O)C)C=1N=C(SC1)C(F)(F)F